bis[3-((2-hydroxypropyl) thio)-2-hydroxypropyl] sulfide OC(CSCC(CSCC(CSCC(C)O)O)O)C